2-[5-chloro-2-[(6-chloro-2-pyridyl)oxymethyl]phenyl]acetaldehyde ClC=1C=CC(=C(C1)CC=O)COC1=NC(=CC=C1)Cl